NC1=NC=NC=2N(C3=CC=CC(=C3C21)F)CC(=O)N2C1CC1CC2C(=O)NC2=NC(=CC=C2)Br 2-(2-(4-amino-5-fluoro-9H-pyrimido[4,5-b]indol-9-yl)acetyl)-N-(6-bromopyridin-2-yl)-2-azabicyclo[3.1.0]hexane-3-carboxamide